F[C@@H]1CN(CC[C@@H]1NC1=NC=C(C(=N1)C=1C=NN(C1)CC(C)(O)C)C(F)(F)F)S(=O)(=O)CCCN1CCN(CC1)C 1-(4-(2-(((3R,4S)-3-Fluoro-1-((3-(4-methylpiperazin-1-yl)propyl)sulfonyl)piperidin-4-yl)amino)-5-(trifluoromethyl)pyrimidin-4-yl)-1H-pyrazol-1-yl)-2-methylpropan-2-ol